2-((2-Iodophenoxy)methyl)oxirane IC1=C(OCC2OC2)C=CC=C1